1-((3S,4R)-4-(3-((4-amino-7-isopropyl-5-(4-(oxetan-3-yloxy)phenyl)-7H-pyrrolo[2,3-d]pyrimidin-6-yl)ethynyl)azetidin-1-yl)-3-hydroxypiperidin-1-yl)prop-2-en-1-one NC=1C2=C(N=CN1)N(C(=C2C2=CC=C(C=C2)OC2COC2)C#CC2CN(C2)[C@H]2[C@H](CN(CC2)C(C=C)=O)O)C(C)C